(S)-2-amino-6-(2-chloro-4-(pyrrolidin-1-ylmethyl)benzyl)-4-((1-hydroxypentan-2-yl)amino)pyridine NC1=NC(=CC(=C1)N[C@H](CO)CCC)CC1=C(C=C(C=C1)CN1CCCC1)Cl